Cl.Cl.C1(=CC=CC=C1)NC(CC)O phenylaminopropanol HCl hydrochloride